3-bromo-4-(4-methoxybenzyl)-7-methylpyrazolo[1,5-a]pyrido[4,3-e]pyrimidin-5(4H)-one BrC=1C=NN2C1N(C(C1=C2C=NC(=C1)C)=O)CC1=CC=C(C=C1)OC